2-(2-fluorospiro[3.3]heptan-6-yl)-4,4,5,5-tetramethyl-1,3,2-dioxaborolane FC1CC2(C1)CC(C2)B2OC(C(O2)(C)C)(C)C